FC1(CCN(CC1)C=1OC2=C(C=C(C=C2C(C1C)=O)F)C(C)NC1=C(C(=O)O)C=CC=C1)F 2-[1-[2-(4,4-Difluoro-1-piperidyl)-6-fluoro-3-methyl-4-oxo-chromen-8-yl]ethylamino]benzoic acid